2-Chloro-N-((1-(4-((4-chlorophenyl)amino)tetrahydro-2H-pyran-4-carbonyl)piperidin-4-yl)methyl)acetamide ClCC(=O)NCC1CCN(CC1)C(=O)C1(CCOCC1)NC1=CC=C(C=C1)Cl